Bromite Br(=O)[O-]